BrC=1C=C2C(=C(NC2=CC1)C=1C(=NC=CC1)[C@H](C)OC[C@H](C)OCCBr)CC(CO[Si](C1=CC=CC=C1)(C1=CC=CC=C1)C(C)(C)C)(C)C 5-bromo-2-(2-((S)-1-((S)-2-(2-bromoethoxy)propoxy)ethyl)pyridin-3-yl)-3-(3-((tert-butyldiphenylsilyl)oxy)-2,2-dimethylpropyl)-1H-indole